(R)-N-(6-(6-cyclopropylimidazo[1,2-a]pyridin-3-yl)pyridin-2-yl)-5-azaspiro[2.4]heptan-7-amine C1(CC1)C=1C=CC=2N(C1)C(=CN2)C2=CC=CC(=N2)N[C@H]2CNCC21CC1